C(C)(C)C(C(=O)O)CCCCCC\C=C/CCCCCCCC.C(CCCCCCC\C=C/CCCCCCCC)(=O)OC(C)C isopropyl oleate (isopropyl oleate)